2-(2-(benzyloxy)-5-((6-bromo-3H-imidazo[4,5-b]pyridin-3-yl)methyl)-3-methoxyphenoxy)-1-(1-methyl-1H-pyrazol-4-yl)ethan-1-ol C(C1=CC=CC=C1)OC1=C(OCC(O)C=2C=NN(C2)C)C=C(C=C1OC)CN1C=NC=2C1=NC=C(C2)Br